BrC1=CC=C(C=C1)NS(=O)(=O)C=1C=C(C(=O)NC2=CC=C(C=C2)OC)C=CC1 3-(N-(4-bromophenyl)sulfamoyl)-N-(4-methoxyphenyl)benzamide